perfluorophenyl 7-((bis(2-(butyrylthio)ethoxy)phosphoryl)difluoromethyl)-2-naphthoate C(CCC)(=O)SCCOP(=O)(OCCSC(CCC)=O)C(C1=CC=C2C=CC(=CC2=C1)C(=O)OC1=C(C(=C(C(=C1F)F)F)F)F)(F)F